epoxyoxirane O1C2C1O2